1-(8-nitro-4-oxo-6-(trifluoromethyl)-4H-benzo[e][1,3]thiazin-2-yl)piperidin-4-yl-2-methoxybenzoic acid methyl ester COC(C1=C(C(=CC=C1)C1CCN(CC1)C=1SC2=C(C(N1)=O)C=C(C=C2[N+](=O)[O-])C(F)(F)F)OC)=O